benzyl-3-chloro-4-hydroxyphenyl-methyl-sulfonium hexafluoroantimonate F[Sb-](F)(F)(F)(F)F.C(C1=CC=CC=C1)[S+](C)C1=CC(=C(C=C1)O)Cl